N[C@H](CSC=1C(=C(C=C2C(NC(NC12)=O)=O)C(F)(F)F)C1=CC=C(C=C1)F)CO[Si](C1=CC=CC=C1)(C1=CC=CC=C1)C(C)(C)C (S)-8-((2-amino-3-((tert-butyldiphenylsilyl)oxy)propyl)thio)-7-(4-fluorophenyl)-6-(trifluoromethyl)quinazoline-2,4(1H,3H)-dione